CC1C=NC(=CC1)C=1C=CC2=CN(N=C2C1)C 3-methyl-6-(2-methyl-2H-indazol-6-yl)-3,4-dihydropyridine